2-[4-(Aminomethyl)-2-azabicyclo[2.2.2]octan-2-yl]-N-(5-cyclopropyl-1H-pyrazol-3-yl)pyrimidin-4-amine NCC12CN(C(CC1)CC2)C2=NC=CC(=N2)NC2=NNC(=C2)C2CC2